p-t-butoxy-α-methylstyrene C(C)(C)(C)OC1=CC=C(C(=C)C)C=C1